NC1=C2C(=NC=N1)N(N=C2C2=CC=C(C=C2)OC2=CC=CC=C2)C2CCN(CC2)C2CN(C2)C2CN(C2)C=2C=C1CN(C(C1=CC2)=O)C2C(NC(CC2)=O)=O 3-[5-[3-[3-[4-[4-amino-3-(4-phenoxyphenyl)pyrazolo[3,4-d]pyrimidin-1-yl]-1-piperidyl]azetidin-1-yl]azetidin-1-yl]-1-oxo-isoindolin-2-yl]piperidine-2,6-dione